(4-(1-Isopropyl-4-(trifluoromethyl)-1H-imidazol-2-yl)cuban-1-yl)methanol C(C)(C)N1C(=NC(=C1)C(F)(F)F)C12C3C4C5(C(C14)C2C53)CO